(4-bromo-3-cyanobenzo[b]thiophen-2-yl)carbamic acid ethyl ester C(C)OC(NC1=C(C2=C(S1)C=CC=C2Br)C#N)=O